3,7,10,14-tetramethyl-hexadecane indium tin [Sn].[In].CC(CC)CCCC(CCC(CCCC(CC)C)C)C